C1(CCC1)C=O (cyclobutyl)methanone